ClC=1C=CC=C2C=C(N(C12)C)C(=O)OC methyl 7-chloro-1-methylindole-2-carboxylate